NC1=CC=C(OC2=CC=C(OCCCCCCCOC3=CC=C(C=C3)OC3=CC=C(C=C3)N)C=C2)C=C1 1,7-bis[4-(4-aminophenoxy)phenoxy]heptane